2,6-di-tert-butyl-naphthalene C(C)(C)(C)C1=CC2=CC=C(C=C2C=C1)C(C)(C)C